Br.CN(CCCN=C=NCC)C 1-(3-dimethylaminopropyl)-3-ethylcarbodiimide hydrobromide